2-fluoro-4-[[7-(trifluoromethylsulfonyl)-1H-indazol-4-yl]oxy]benzonitrile FC1=C(C#N)C=CC(=C1)OC1=C2C=NNC2=C(C=C1)S(=O)(=O)C(F)(F)F